F[B-](F)(F)F.C[N+]1(CCCCC1)CCC 1-methyl-1-propylpiperidinium tetrafluoroborate